Cl.NCCCC(=O)OCC=O 2-oxoethyl 4-aminobutanoate hydrochloride